1-(3,4-dimethoxybenzyl)-3-fluoro-5-(6-methyl-2-(methylsulfonyl)pyrimidin-4-yl)pyridin-2(1H)-one COC=1C=C(CN2C(C(=CC(=C2)C2=NC(=NC(=C2)C)S(=O)(=O)C)F)=O)C=CC1OC